C(C)N1N=CC2=CC=C(C(=C12)OC)NC1=CC(=NC=C1C(=O)NC([2H])([2H])[2H])NC(=O)C1(CC1)C(F)(F)F 4-((1-Ethyl-7-methoxy-1H-indazol-6-yl)amino)-N-(methyl-d3)-6-(1-(trifluoromethyl)cyclopropane-1-carboxamido)nicotinamide